FC1=CC=C(C=C1)C1=C(N(C=N1)C(C)C)C=1SC=C(N1)C(=O)NC1=CC=C(C=N1)C1CN(C1)C(=O)OC(C)(C)C tert-butyl 3-[6-[[2-[5-(4-fluorophenyl)-3-isopropyl-imidazol-4-yl]thiazole-4-carbonyl]amino]-3-pyridyl]azetidine-1-carboxylate